β-propoxyethyl cyanoacrylate C(#N)C(C(=O)OCCOCCC)=C